[(2S)-2-methoxypropyl] methanesulfonate CS(=O)(=O)OC[C@H](C)OC